[Na].C(CCCCCCCCCCC)OS(=O)(=O)C1=CC=CC=C1.[K] potassium dodecylbenzenesulfonate, sodium salt